C(C1=CC=CC=C1)OC(=O)N1CC(CC1)OC(CCNC(=O)OC(C)(C)C)=O 3-((3-((tert-butoxycarbonyl)amino)propionyl)oxy)pyrrolidine-1-carboxylic acid benzyl ester